BrCC(CO)CO 2-(bromomethyl)propane-1,3-diol